5-[(1R)-1-(3,5-dichloro-2-methyl-4-pyridyl)ethoxy]-3-[2-(2-ethylsulfonyl-2,6-diazaspiro[3.3]heptan-6-yl)pyrimidin-5-yl]-1H-indazole ClC=1C(=NC=C(C1[C@@H](C)OC=1C=C2C(=NNC2=CC1)C=1C=NC(=NC1)N1CC2(CN(C2)S(=O)(=O)CC)C1)Cl)C